tert-butyl (S)-3-(7-acetyl-4-amino-3-((2,6-difluoro-3,5-dimethoxyphenyl)ethynyl)-1H-pyrazolo[4,3-c]pyridin-1-yl)pyrrolidine-1-carboxylate C(C)(=O)C=1C2=C(C(=NC1)N)C(=NN2[C@@H]2CN(CC2)C(=O)OC(C)(C)C)C#CC2=C(C(=CC(=C2F)OC)OC)F